1-(1-acryloylpiperidin-4-yl)-7-chloro-4-(2,6-diethylphenyl)-6-(2-fluorophenyl)-1,4-dihydropyrido[2,3-b]pyrazine-2,3-dione C(C=C)(=O)N1CCC(CC1)N1C2=C(N(C(C1=O)=O)C1=C(C=CC=C1CC)CC)N=C(C(=C2)Cl)C2=C(C=CC=C2)F